12-hydroxy-docosanic acid OC(CCCCCCCCCCC(=O)O)CCCCCCCCCC